C(C)(C)(C)C1=CC=C(C=N1)S(=O)(=O)NC=1C=CC=C2C=CC=NC12 6-tert-butyl-N-(quinolin-8-yl)pyridine-3-sulfonamide